formamidocarboxamide C(=O)NC(=O)N